tert-butyl (S)-4-(4-((3-hydroxy-1-methoxy-1-oxopropan-2-yl)carbamoyl)thiazol-2-yl)piperidine-1-carboxylate OC[C@@H](C(=O)OC)NC(=O)C=1N=C(SC1)C1CCN(CC1)C(=O)OC(C)(C)C